C(#N)C1(CCN(CC1)C=1OC2=C(C=C(C=C2C(C1)=O)C)[C@@H](C)NC1=C(C(=O)O)C=CC=C1)C (R)-2-((1-(2-(4-cyano-4-methylpiperidin-1-yl)-6-methyl-4-oxo-4H-chromen-8-yl)ethyl)amino)benzoic acid